CC=1C=C(C=C(C1)C)NC1=NC=CC(=N1)C1=NN(C(=C1)C(=O)NCC=1NC=CN1)C 3-{2-[(3,5-dimethylphenyl)amino]pyrimidin-4-yl}-N-(1H-imidazol-2-ylmethyl)-1-methyl-1H-pyrazole-5-carboxamide